COC=1C=C(C=C(C1)OC)C(=C)C1=NNC2=NC(=CN=C21)N2CCC1(CC2)[C@@H](C2=CC=CC=C2C1)N (S)-1'-(3-(1-(3,5-dimethoxyphenyl)vinyl)-1H-pyrazolo[3,4-b]pyrazin-6-yl)-1,3-dihydro-spiro[inden-2,4'-piperidin]-1-amine